[Mg].ClC1(CC(C(CC1)C(C)C)O)C chloromenthol magnesium